C1(=CC=CC=C1)CNCCC(C=CC=C)=C 1-phenylmethylamino-3-methylenehepta-4,6-diene